[Zr+4].[NH4+].[Zn+2] zinc ammonium zirconium